4-(((6-bromo-4-methylquinazolin-8-yl)oxy)methyl)benzoic acid BrC=1C=C2C(=NC=NC2=C(C1)OCC1=CC=C(C(=O)O)C=C1)C